C1(=CC=CC=C1)N(C(=O)OCC)C1=CC=CC=C1 DIPHENYL-URETHANE